C1NCC2C1CCN(CC2)C=2SC(=C(N2)C2=CC=C(C#N)C=C2)C=2C=C1C(=NC2)N(N=C1)C 4-(2-{decahydropyrrolo[3,4-d]azepin-6-yl}-5-{1-methyl-1H-pyrazolo[3,4-b]pyridin-5-yl}-1,3-thiazol-4-yl)benzonitrile